C1=NC=CC=2C(=CC=CC12)S(=O)(=O)N([C@@H](CC1=CC=C(C=C1)OS(=O)(=O)C=1C=2C=CN=CC2C=CC1)C(=O)N1CCN(CC1)C1=CC=CC=C1)C 1-[N,O-bis(5-isoquinolinesulfonyl)-N-methyl-L-tyrosyl]-4-phenylpiperazine